ClC1=CC(=CC(=N1)C1=CC(=NC=C1)C(=O)NC)C1N(CCOC1)C(\C=C/Cl)=O (Z)-6-chloro-4-(4-(3-chloroacryloyl)morpholin-3-yl)-N-methyl-[2,4'-bipyridine]-2'-carboxamide